Pyrene-5,10-dione C=1C=CC2=CC(C3=CC=CC4=CC(C1C2=C34)=O)=O